((3-fluoro-5-(trifluoromethyl)phenyl)carbamoyl)amide FC=1C=C(C=C(C1)C(F)(F)F)NC(=O)[NH-]